ClC=1C=C(C=C(C1)Cl)N1N=NC=C1 1-(3,5-dichlorophenyl)-1H-1,2,3-triazol